CC(=O)OC[C@@H]1[C@H]([C@@H]([C@H]([C@@H](O1)N=[N+]=[N-])OC(=O)C)OC(=O)C)OC(=O)C 2,3,4,6-tetra-O-acetyl-β-D-glucopyranosyl azide